Tri-4-tolylborane C1(=CC=C(C=C1)B(C1=CC=C(C=C1)C)C1=CC=C(C=C1)C)C